NCCNC(=O)C1=CNC(=C1C)\C=C\1/C(NC2=CC=C(C=C12)F)=O N-(2-aminoethyl)-5-[(Z)-(5-fluoro-2-oxo-indol-3-ylidene)methyl]-4-methyl-1H-pyrrole-3-carboxamide